ClC=1C(=NC(=NC1)NC1=CC(=C(C=C1OCC)C1CCN(CC1)C(=O)OC(C)(C)C)C)NC1=C(C=CC=C1)S(=O)(=O)C(C)C tert-butyl 4-[4-[[5-chloro-4-(2-isopropylsulfonylanilino)pyrimidin-2-yl]amino]-5-ethoxy-2-methyl-phenyl]piperidine-1-carboxylate